ClC1=C(N(C(C2=C(C=CC=C12)C(=O)OCC)=O)C1=CC=CC=C1)[C@H](C)NC=1C2=C(N=CN1)NC=CC2=O Ethyl (S)-4-chloro-1-oxo-3-(1-((5-oxo-5,8-dihydropyrido[2,3-d]pyrimidin-4-yl)amino)ethyl)-2-phenyl-1,2-dihydroisoquinoline-8-carboxylate